ClC1=C(C=CC(=C1)Cl)CN1C(CCC1CC(=O)N1CCN(CC1)C)=O 1-[(2,4-dichlorophenyl)methyl]-5-[2-(4-methylpiperazin-1-yl)-2-oxoethyl]pyrrolidin-2-on